(3R,4R)-1-cyclohexyl-4-{[1-(2,4-difluoro-phenyl)-1H-[1,2,3]triazole-4-carbonyl]-amino}-piperidine-3-carboxylic acid ((1S,2R)-2-phenyl-cyclopropyl)-amide C1(=CC=CC=C1)[C@@H]1[C@H](C1)NC(=O)[C@@H]1CN(CC[C@H]1NC(=O)C=1N=NN(C1)C1=C(C=C(C=C1)F)F)C1CCCCC1